O=C1N(C(C2=CC=CC=C12)=O)C1CC2(C1)CCC(CC2)N(C(OCC2=CC=CC=C2)=O)C benzyl ((2S,4s,7S)-2-(1,3-dioxoisoindolin-2-yl)spiro[3.5]nonan-7-yl)(methyl)carbamate